BrC1=CSC=2N(C(=CC21)C#N)CC(F)(F)F 3-Bromo-6-(2,2,2-trifluoroethyl)thieno[2,3-b]pyrrole-5-carbonitrile